ClC1=CC(=C(COC2=NC=CC=C2C2=CC=C(CC3=NC4=C(N3CC3OCC3)C=C(C=C4)C(=O)O)C=C2)C=C1)F 2-(4-(2-((4-chloro-2-fluorobenzyl)oxy)pyridin-3-yl)benzyl)-1-(oxetan-2-ylmethyl)-1H-benzo[d]imidazole-6-carboxylic acid